5-(8-((1S,2S)-2-(4-(difluoromethoxy)phenyl)cyclopropyl)imidazo[1,2-b]pyridazin-6-yl)pyrimidine-2,4(1H,3H)-dione FC(OC1=CC=C(C=C1)[C@@H]1[C@H](C1)C=1C=2N(N=C(C1)C=1C(NC(NC1)=O)=O)C=CN2)F